7-[3-(3-amino-1H-pyrazol-5-yl)azetidin-1-yl]-6-fluoro-4-oxo-1-(1,3-thiazol-2-yl)-1,4-dihydro-1,8-naphthyridine-3-carboxylic acid NC1=NNC(=C1)C1CN(C1)C1=C(C=C2C(C(=CN(C2=N1)C=1SC=CN1)C(=O)O)=O)F